CNS(=O)(=O)C=1C=C2C=CN(C2=CC1)C1=CC=C(C=C1)C(F)(F)F N-methyl-1-(4-(trifluoromethyl)phenyl)-1H-indole-5-sulfonamide